tert-butyl (2R,5S)-4-(7'-(cyclobutanecarbonyl)-6',7'-dihydrospiro[cyclobutane-1,5'-pyrrolo[2,3-d]pyrimidin]-4'-yl)-2,5-dimethylpiperazine-1-carboxylate C1(CCC1)C(=O)N1CC2(C3=C1N=CN=C3N3C[C@H](N(C[C@@H]3C)C(=O)OC(C)(C)C)C)CCC2